C(C)C1=NC=C(C=N1)C1=NN2C(O[C@@H](CC2)C)=C1C(=O)OCC Ethyl (5R)-2-(2-ethylpyrimidin-5-yl)-5-methyl-6,7-dihydro-5H-pyrazolo[5,1-b][1,3]oxazine-3-carboxylate